OC1=CC=C(C=C1)/C(=C(\CC)/C1=CC=CC=C1)/C1=CC=C(OCCN2CCN(CC2)CCNC=2C=C3CN(C(C3=CC2)=O)C2C(NC(CC2)=O)=O)C=C1 (Z)-3-(5-((2-(4-(2-(4-(1-(4-hydroxyphenyl)-2-phenylbut-1-en-1-yl)phenoxy)ethyl)piperazin-1-yl)ethyl)amino)-1-oxoisoindolin-2-yl)piperidine-2,6-dione